NN1C(C(NC=2C(=CC=CC12)C#N)=O)C1CC1 1-amino-2-cyclopropyl-3-oxo-2,4-dihydroquinoxaline-5-carbonitrile